(2R,6S)-1-[3-(3-bromo-2-methyl-phenoxy)propyl]-2,6-dimethyl-piperazine BrC=1C(=C(OCCCN2[C@@H](CNC[C@@H]2C)C)C=CC1)C